COC=1N=C(C(=NC1C=1C2=C(C=NC1)N(C=N2)C)C(=O)N)NC=2C=NN(C2)C 5-Methoxy-6-(3-methylimidazo[4,5-c]pyridin-7-yl)-3-[(1-methylpyrazol-4-yl)amino]pyrazine-2-carboxamide